FC1(C2CCC(C1)N2C(=O)OC(C)(C)C)F tert-butyl 2,2-difluoro-7-azabicyclo[2.2.1]heptane-7-carboxylate